CC1(CCNCC1)OC(NC(C)(C)C)=O (4-methylpiperidin-4-yl)tert-butylcarbamate